NC([C@H](CCC(=O)OC(C)(C)C)N1C(C2=CC=C(C=C2C1)O[C@H]1CN(C[C@@H]1OC1COC1)C(=O)OC(C)(C)C)=O)=O |o1:22,26| tert-butyl (3S*,4S*)-3-((2-((S)-1-amino-5-(tert-butoxy)-1,5-dioxopentan-2-yl)-1-oxoisoindolin-5-yl)oxy)-4-(oxetan-3-yloxy)pyrrolidine-1-carboxylate